NC=1C(NC2=C(C(=CN=C2C1C1=C2C=NNC2=C(C=C1)F)C(C)C)C)=O 3-Amino-4-(7-fluoro-1H-indazol-4-yl)-7-isopropyl-8-methyl-1H-1,5-naphthyridin-2-one